C1(CC1)CC(=O)N1[C@@H](C2=C(CC1)NC=N2)C=2SC1=C(N2)C=C(C=C1)F (S)-2-cyclopropyl-1-(4-(5-fluorobenzo[d]thiazol-2-yl)-6,7-dihydro-1H-imidazo[4,5-c]pyridin-5(4H)-yl)ethanone